C1(CC1)CN1CCC2(CCCN(C2)C2=C(C(=CC=C2\C=C(\C2=NN(C=C2)C2=CN=NC=C2)/F)OC2=NC=CC=C2)C(F)(F)F)CC1 (Z)-9-(cyclopropylmethyl)-2-(6-(2-fluoro-2-(1-(pyridazin-4-yl)-1H-pyrazol-3-yl)vinyl)-3-(pyridin-2-yloxy)-2-(trifluoromethyl)phenyl)-2,9-diazaspiro[5.5]undecane